ClC=1C(=NC=C(C(=O)NC2=CC(=CC=C2)S(NC2=C(C=CC=C2)Cl)(=O)=O)C1)Cl 5,6-dichloro-N-(3-(N-(2-chlorophenyl)sulfamoyl)phenyl)nicotinamide